(2S,4R)-4-hydroxy-N-(4-(4-methylthiazol-5-yl)benzyl)-1-(2-(3-oxomorpholino)propanoyl)pyrrolidine-2-carboxamide O[C@@H]1C[C@H](N(C1)C(C(C)N1C(COCC1)=O)=O)C(=O)NCC1=CC=C(C=C1)C1=C(N=CS1)C